ClC=1C(=CC=C2C=NNC12)C#N 7-chloro-1H-indazole-6-carbonitrile